ClC1=CC2=C(N(C(N=C2N2[C@H](CNCC2)C)=O)C2=C(C=CC=C2C)C(C)C)N=C1C1=C(C=CC=C1)F (S)-6-chloro-7-(2-fluorophenyl)-1-(2-isopropyl-6-methylphenyl)-4-(2-methylpiperazin-1-yl)pyrido[2,3-d]pyrimidin-2(1H)-one